FC1=C(C(=C(C(=C1[B-](C1=C(C(=C(C(=C1F)F)F)F)F)(C1=C(C(=C(C(=C1F)F)F)F)F)C1=C(C(=C(C(=C1F)F)F)F)F)F)F)F)F.C(CCCCCCCCCCCCCCCCC)[NH+](CCCCCCCCCCCCCCCCCC)CCCCCCCCCCCCCCCCCC trioctadecylammonium tetrakis(pentafluorophenyl)borate